FC=1C=2N(C=CC1)N=C(C2)[C@@H]2N(CCC1=C2N=CN1)C(=O)C=1OC(=NN1)C1=NC=CC=C1F (R)-(4-(4-fluoropyrazolo[1,5-a]pyridin-2-yl)-6,7-dihydro-1H-imidazo[4,5-c]pyridin-5(4H)-yl)(5-(3-fluoropyridin-2-yl)-1,3,4-oxadiazol-2-yl)methanone